(6-ethyl-4,5,6,7-tetrahydro-1H-pyrazolo[3,4-c]pyridin-3-yl)methanone C(C)N1CC2=C(CC1)C(=NN2)C=O